C(C)(C)(C)OC(=O)NC(=S)NCCCC(C(=O)OCC1=CC=CC=2C3=CC=CC=C3CC12)N N-(tertbutoxycarbonyl)-N'-(4-fluorenylmethoxycarbonyl-aminobutyl)thiourea